[(2R,3R,4R,5R)-4-acetoxy-5-(4-aminopyrrolo[2,1-f][1,2,4]triazin-7-yl)-5-cyano-2-(isopropylcarbamoyloxymethyl)tetrahydrofuran-3-yl]acetate C(C)(=O)O[C@@H]1[C@@H]([C@@H](O[C@@]1(C#N)C1=CC=C2C(=NC=NN21)N)COC(NC(C)C)=O)CC(=O)[O-]